3-(5-chloro-2-(1,1-dioxidoisothiazolidin-2-yl)isonicotinamido)-5-(tetrahydro-2H-pyran-4-yl)benzoic acid ClC1=CN=C(C=C1C(=O)NC=1C=C(C(=O)O)C=C(C1)C1CCOCC1)N1S(CCC1)(=O)=O